ClC=1C=C(C=2N(N1)C=CN2)[C@@H]2[C@H](C2)C2=NC=C(C=C2)OCC(F)F 6-chloro-8-((1S,2S)-2-(5-(2,2-difluoroethoxy)pyridin-2-yl)cyclopropyl)imidazo[1,2-b]pyridazine